2-methylthioadenosine 5'-diphosphate P(O)(=O)(OP(=O)(O)O)OC[C@@H]1[C@H]([C@H]([C@@H](O1)N1C=NC=2C(N)=NC(=NC12)C)S)O